CC(C1=CC=CC=C1)(C)C=1C(=C(C(C(=O)O)=CC1)O)C(C1=CC=CC=C1)(C)C bis(α,α-dimethylbenzyl)salicylic acid